tert-butyl (3R,4R)-4-((tert-butyldimethylsilyl)oxy)-3-((3,5-dichlorophenyl)amino)piperidine-1-carboxylate [Si](C)(C)(C(C)(C)C)O[C@H]1[C@@H](CN(CC1)C(=O)OC(C)(C)C)NC1=CC(=CC(=C1)Cl)Cl